ClC1=CC2=C(CC(O2)CO)C2=C1N=C(S2)C2=C1N=CC(=NC1=CC(=C2)C)OC(F)F (4-chloro-2-(2-(difluoromethoxy)-7-methylquinoxalin-5-yl)-7,8-dihydrobenzofuro[5,4-d]thiazol-7-yl)methanol